ClC=1C=C2C(=NC(N(C2=CC1OCCO)C)=O)N1CCOCC2=C1C=CC=C2OC 6-chloro-7-(2-hydroxyethoxy)-4-(6-methoxy-2,3-dihydrobenzo[e][1,4]oxazepine-1(5H)-yl)-1-methylquinazolin-2(1H)-one